CN1C(C2=C(C=C1CC1=CC=C(C=C1)B1OC(C(O1)(C)C)(C)C)N(N=C2)C2CCOCC2)=O 5-methyl-1-(tetrahydro-2H-pyran-4-yl)-6-(4-(4,4,5,5-tetramethyl-1,3,2-dioxaborolan-2-yl)benzyl)-1H-pyrazolo[4,3-c]pyridin-4(5H)-one